(4-(2-methyl-1,3-dioxolan-2-yl)phenyl)tetrahydro-2H-pyran-4-ol CC1(OCCO1)C1=CC=C(C=C1)C1OCCC(C1)O